4-[2-[2-[4-[(3R,5R)-5-[(3-Bromo-4-oxo-pyrido[1,2-a]pyrimidin-2-yl)amino]-1-methyl-3-piperidyl]phenoxy]ethoxy]ethoxy]-2-(2,6-dioxo-3-piperidyl)isoindoline-1,3-dione BrC1=C(N=C2N(C1=O)C=CC=C2)N[C@@H]2C[C@@H](CN(C2)C)C2=CC=C(OCCOCCOC1=C3C(N(C(C3=CC=C1)=O)C1C(NC(CC1)=O)=O)=O)C=C2